dibromo-neopentyl glycol tetracarbonate C(=O)(O)OC(=O)OC(=O)OC(=O)O.BrC(C(C(O)Br)(C)C)O